ClC1=CC(=C(C(=O)O)C=C1Cl)F.C1(CC1)C1=NOC=C1C(=O)N cyclopropyl-isoxazole-4-carboxamide 4,5-dichloro-2-fluorobenzoate